2-hydroxy-1-(2-iminothiazolin-3-yl)-2-phenylethan-1-one OC(C(=O)N1C(SC=C1)=N)C1=CC=CC=C1